(Z)-9,11-dodecadienol C(CCCCCCC\C=C/C=C)O